N1C(=CC2=CC=CC=C12)CC(=O)O 2-IndoleAcetic Acid